ClC1=CC(=NC=C1)NC1=CC=C(C=C1)I 4-chloro-N-(4-iodophenyl)pyridine-2-amine